4-(((1R,3R,4R)-3-hydroxy-4-methylcyclohexyl)amino)-6-((2-hydroxyethyl)amino)nicotinamide O[C@@H]1C[C@@H](CC[C@H]1C)NC1=CC(=NC=C1C(=O)N)NCCO